NC1=NC2=CC=C(C=C2C=C1C)C(=O)N(CC1=NC=C(C=C1)C(F)(F)F)[C@@H]1C=2C=CC=NC2CCC1 2-amino-3-methyl-N-((5S)-5,6,7,8-tetrahydro-5-quinolinyl)-N-((5-(trifluoromethyl)-2-pyridinyl)methyl)-6-quinolinecarboxamide